FC1=CC2=C(N(C([C@H](CS2)NC(OC(C)(C)C)=O)=O)CC2=CC=C(C=C2)OC(F)(F)F)C=C1/C(/N)=N/O tert-butyl N-[(3R)-8-fluoro-7-[(Z)-N'-hydroxy carbamimidoyl]-4-oxo-5-[[4-(trifluoromethoxy)phenyl]methyl]-2,3-dihydro-1,5-benzothiazepin-3-yl]carbamate